C(C1=CC=CC=C1)OC1CCC(CC1)=NNC(OC(C)(C)C)=O tert-Butyl N-[(4-benzyloxycyclohexylidene)amino]carbamate